1-(4-(6-chloro-7-phenylquinazolin-4-yl)piperazin-1-yl)prop-2-en-1-one ClC=1C=C2C(=NC=NC2=CC1C1=CC=CC=C1)N1CCN(CC1)C(C=C)=O